4-(4-fluorobenzyl)-2-(3-hydroxy-3-methylcyclobutyl)-8,8-dimethyl-2,6,7,8-tetrahydro-1H-pyrrolo[2,3-e][1,2,4]triazolo[4,3-a]pyridin-1-one FC1=CC=C(CC=2C=3N(C4=C(C2)NCC4(C)C)C(N(N3)C3CC(C3)(C)O)=O)C=C1